C(C)(=O)O[C@H]1[C@@H]([C@@H](OC(C2=CC=CC=C2)=O)[C@H](O)[C@H](O1)COC(C)=O)N=[N+]=[N-] 1,6-di-O-acetyl-3-O-benzoyl-2-azido-2-deoxy-beta-D-glucopyranose